(S)-Methyl 2-(5-amino-5,6,7,8-tetrahydroquinolin-5-yl)acetate N[C@]1(C=2C=CC=NC2CCC1)CC(=O)OC